bis(2-methoxyethyl) (((2-(3,7-dimethylocta-2,6-dien-1-yl)-5-pentyl-1,3-phenylene)bis(oxy))bis(methylene))bis(methylcarbamate) CC(=CCC1=C(C=C(C=C1OCN(C(OCCOC)=O)C)CCCCC)OCN(C(OCCOC)=O)C)CCC=C(C)C